ClC=1C=C(C=CC1)C(C(OC(=O)N[C@H](C(=O)O)CC1(CC1)CC)C1=CC=CC=C1)(F)F (2S)-2-(((2-(3-chlorophenyl)-2,2-difluoro-1-phenylethoxy)carbonyl)amino)-3-(1-ethylcyclopropyl)propanoic acid